O=C1N(CC2=C(C=CC=C12)SCCCN1CCNCC1)C1C(NC(CC1)=O)=O 3-(1-oxo-4-((3-(piperazin-1-yl)propyl)thio)isoindolin-2-yl)piperidine-2,6-dione